3,5-dioxocyclohexanedicarboxylic acid O=C1CC(CC(C1)=O)(C(=O)O)C(=O)O